C(C)(C)(C)OC(=O)N1C[C@@H](O[C@@H](C1)CO)C(F)F.C1(=CC=CC=C1)P(C1=C(C2=CC=CC=C2C=C1)C1=C(C=CC2=CC=CC=C12)P(C1=CC=CC=C1)C1=CC=CC=C1)C1=CC=CC=C1 1-[2-(diphenylphosphanyl)naphthalen-1-yl]Naphthalene-2-yl-diphenylphosphane tert-butyl-(2R,6S)-2-(difluoromethyl)-6-(hydroxymethyl)morpholine-4-carboxylate